Cl.N1(N=CN=C1)N1CCCCC1 (1H-1,2,4-triazol-1-yl)piperidine HCl